2-nitro-5-(pyridin-3-yloxy)pyridine [N+](=O)([O-])C1=NC=C(C=C1)OC=1C=NC=CC1